NCC1=CC=C(C=C1)CSC1=C(C(=NN1C(C(COC)(C)C)=O)C1C(CN(C1C)S(=O)(=O)N1CCCC1)=O)OC 4-[5-({[4-(Aminomethyl)phenyl]methyl}sulfanyl)-4-methoxy-1-(3-methoxy-2,2-dimethylpropanoyl)-1H-pyrazol-3-yl]-5-methyl-1-(pyrrolidin-1-sulfonyl)pyrrolidin-3-on